(S)-oxabutan OCCC